S(=O)(=O)(O)[O-].[N+](=O)([O-])C1=CC=C(C(=O)O[NH3+])C=C1 O-(4-nitrobenzoyl)-hydroxylammonium hydrogensulfate